N-(3-(aminomethyl)-5-fluorophenyl)-4-chloro-2-fluoroaniline NCC=1C=C(C=C(C1)F)NC1=C(C=C(C=C1)Cl)F